(4-dodecylphenyl)2-hydroxy-2-methylpropane C(CCCCCCCCCCC)C1=CC=C(C=C1)CC(C)(C)O